OC[C@H](C1=CC=CC=C1)NC1=NC(=NC=C1C1=NC=NN1)NC1=CC(=C(C(=O)NC)C=C1)C 4-[[4-[[(1S)-2-hydroxy-1-phenyl-ethyl]amino]-5-(1H-1,2,4-triazol-5-yl)pyrimidin-2-yl]amino]-N,2-dimethyl-benzamide